C(C)OC(=O)N1CCC(CC1)N1CCC(CC1)C=1C=C2C(=CN1)N(C(=C2C2=CC(=C(C=C2)OC)OC)C)C Ethyl-4-(3-(3,4-dimethoxyphenyl)-1,2-dimethyl-1H-pyrrolo[2,3-c]pyridin-5-yl)-[1,4'-bipiperidin]-1'-carboxylat